NC1=NC=C(C=2N=C(N=CC21)NC2CCC(CC2)O)C2=CC(=C(C=C2)F)F (1R,4R)-4-((5-amino-8-(3,4-difluorophenyl)pyrido[4,3-d]pyrimidin-2-yl)amino)cyclohexane-1-ol